C(C)(C)(C)C1NCC12CC(C2)OCCN2C(C1=CC=CC=C1C2=O)=O tert-butyl-6-[2-(1,3-dioxoisoindolin-2-yl)ethoxy]-2-azaspiro[3.3]heptane